2-chloro-6-methyl-1,4-Diacryloyloxynaphthalene ClC1=C(C2=CC=C(C=C2C(=C1)OC(C=C)=O)C)OC(C=C)=O